2,4-dibromo-6-(3-chlorophenyl)-1,3,5-triazine BrC1=NC(=NC(=N1)Br)C1=CC(=CC=C1)Cl